[Sb].[Pb].[Sn] tin lead antimony